8-chloro-4-methyl-2,3-dihydropyridazino[4,5-b][1,4]oxazine ClC1=NN=CC2=C1OCCN2C